C(C#C)C(CP(O)(O)=O)CC=C (2-propynyl)(2-propenyl)ethylphosphonic acid